NC1=NC=NC=2N(C3=CC(=C(C=C3C21)F)OC)CC(=O)OC(CC)C 3-butyl 2-(4-amino-6-fluoro-7-methoxy-9H-pyrimido[4,5-b]indol-9-yl)acetate